F[B-](F)(F)F.C(C)[N+](CCOC)(C)CC N,N-Diethyl-N-methyl-N-(2-methoxyethyl)ammonium tetrafluoroborate